NC1=C(C2=C(S1)CC(C2)C(=O)OCC)C(C2=C(C=CC=C2F)F)=O ethyl 2-amino-3-(2,6-difluorobenzoyl)-5,6-dihydro-4H-cyclopenta[b]thiophene-5-carboxylate